2,4-Nonandion CC(CC(CCCCC)=O)=O